racemic-methylbenzylamine CNCC1=CC=CC=C1